FC(OC1=CC=C(C=C1)N(C1CCN(CC1)C=1C=NC(=NC1)C)C=1C=NC=CC1OC)F (p-difluoromethoxyphenyl)(4-methoxy-3-pyridyl)[1-(2-methyl-5-pyrimidinyl)-4-piperidyl]amine